CO[SiH](OC)OC trimethoxysilicon hydride